2-(4-cyclopropyl-6-methoxypyrimidin-5-yl)-8-methyl-6-(methylthio)-7H-purine C1(CC1)C1=NC=NC(=C1C1=NC(=C2NC(=NC2=N1)C)SC)OC